1-Acetyl-N-(2-methoxy-5-(4-(trifluoromethyl)phenoxy)phenyl)-5-oxo-pyrrolidine-2-carboxamide C(C)(=O)N1C(CCC1=O)C(=O)NC1=C(C=CC(=C1)OC1=CC=C(C=C1)C(F)(F)F)OC